IC1=CN=C(C2=C1N=C(N=C2)NC2COC2)C2=C(C(=O)N)C=CC=C2 (8-iodo-2-(oxetan-3-ylamino)pyrido[4,3-d]pyrimidin-5-yl)benzamide